C(C)(C)(C)OC(CCCCCCCCCCCNC=1C=C2C(N(C(C2=CC1)=O)C1C(NC(CC1)=O)=O)=O)=O 12-((2-(2,6-Dioxopiperidin-3-yl)-1,3-Dioxoisoindolin-5-yl)amino)dodecanoic acid tert-butyl ester